CS(=O)(=O)[O-].C(CC)[NH+]1CCC(CC1)CC 1-propyl-4-ethylpiperidinium methanesulfonate